(E)-1-((3R,8R,9S,10S,13S,14S,17S)-3-hydroxy-3,10,13-trimethylhexadecahydro-1H-cyclopenta[a]phenanthren-17-yl)ethan-1-one oxime O[C@@]1(CC[C@@]2([C@H]3CC[C@@]4([C@H](CC[C@H]4[C@@H]3CCC2C1)/C(/C)=N/O)C)C)C